(S)-N-((1R*)-2-cyclopropoxy-1-(7-((S)-1-(5,5-difluoro-2-oxotetrahydropyrimidin-1(2H)-yl)-2-methoxyethyl)imidazo[1,2-b]pyridazin-2-yl)propyl)-2,4,6-trimethylbenzenesulfinamide C1(CC1)OC([C@@H](C=1N=C2N(N=CC(=C2)[C@@H](COC)N2C(NCC(C2)(F)F)=O)C1)N[S@@](=O)C1=C(C=C(C=C1C)C)C)C |o1:5|